[N+](=O)([O-])C=1C(=C2C(=NC1)N(C=C2)S(=O)(=O)C2=CC=CC=C2)NC2CCC(CC2)CC#N 2-((1r,4r)-4-((5-nitro-1-(benzenesulfonyl)-1H-pyrrolo[2,3-b]pyridin-4-yl)amino)cyclohexyl)acetonitrile